propanamide tri-hydrochloride Cl.Cl.Cl.C(CC)(=O)N